5-[4-amino-5-(trifluoromethyl)pyrrolo[2,1-f][1,2,4]triazin-7-yl]-N-[(3R,4S)-4-fluoro-1-(1-hydroxycyclobutane-carbonyl)pyrrolidin-3-yl]-2-methyl-pyridine-3-carboxamide NC1=NC=NN2C1=C(C=C2C=2C=C(C(=NC2)C)C(=O)N[C@@H]2CN(C[C@@H]2F)C(=O)C2(CCC2)O)C(F)(F)F